3-(4,4-difluoro-3-methylpiperidin-1-yl)-3-(4-hydroxyphenyl)-7-(trifluoromethyl)indol-2-one FC1(C(CN(CC1)C1(C(NC2=C(C=CC=C12)C(F)(F)F)=O)C1=CC=C(C=C1)O)C)F